N-((5-chloro-6-(isoxazol-3-ylmethoxy)-1H-indol-2-yl)methyl)cyclobutanecarboxamide ClC=1C=C2C=C(NC2=CC1OCC1=NOC=C1)CNC(=O)C1CCC1